CN(C#N)CC=1OC(=NN1)C=1C(=NC=CC1)NC1=CC=C(C=C1)C(F)(F)F Methyl-[[5-[2-[4-(trifluoromethyl)anilino]-3-pyridinyl]-1,3,4-oxadiazol-2-yl]methyl]cyanamide